OC[C@H](CC1=CNC2=CC=CC=C12)NC(=O)C1(CC2=CC=CC=C2C1)CC(=O)O (2-{[(2S)-1-hydroxy-3-(1H-indol-3-yl)propan-2-yl]carbamoyl}-1,3-dihydroinden-2-yl)acetic acid